(7-(1-(5-(tert-butylsulfonyl)-2-oxa-5-azaspiro[3.4]octan-7-yl)-6-chloro-1,2,3,4-tetrahydroquinolin-8-yl)thieno[3,2-b]pyridin-2-yl)methanol C(C)(C)(C)S(=O)(=O)N1C2(COC2)CC(C1)N1CCCC2=CC(=CC(=C12)C1=C2C(=NC=C1)C=C(S2)CO)Cl